(3R)-5-bromo-1,2,3,4-tetrahydroisoquinoline-3-carboxylic acid methyl ester hydrochloride Cl.COC(=O)[C@@H]1NCC2=CC=CC(=C2C1)Br